COC(C#CO)=O methyl-3-hydroxypropynate